CCCCCC=CCC=CCCCCCCCCC(CCCCCCCCC=CCC=CCCCCC)O heptatriaconta-6,9,28,31-tetraen-19-ol